[Se].[Sn].[Ba].[Cu] copper-barium-tin-selenium